3-((1-(1-(2-chloro-6-fluorophenyl)ethyl)-1H-pyrazol-4-yl)ethynyl)-5-(pyridin-2-yl)isoxazole ClC1=C(C(=CC=C1)F)C(C)N1N=CC(=C1)C#CC1=NOC(=C1)C1=NC=CC=C1